Natrium 1,2-Benzisothiazolin S1N=CC2=C1C=CC=C2.[Na]